(4-cyclopropyl-3-pyridyl)(p-difluoromethoxyphenyl)[1-(2-methyl-5-pyrimidinyl)-4-piperidyl]amine C1(CC1)C1=C(C=NC=C1)N(C1CCN(CC1)C=1C=NC(=NC1)C)C1=CC=C(C=C1)OC(F)F